4-hydroxy-2-((1-(7-methyl-4-oxo-2-(piperidin-1-yl)-4H-pyrido[1,2-a]pyrimidin-9-yl)ethyl)amino)benzoic acid OC1=CC(=C(C(=O)O)C=C1)NC(C)C1=CC(=CN2C1=NC(=CC2=O)N2CCCCC2)C